NC(C(=O)NC=1C=NC(=C(C1)O)C=1C(=NN(C1C)COCC[Si](C)(C)C)C)=C(C1CC1)C1CC1 (2S)-2-amino-3,3-dicyclopropyl-N-[6-[3,5-dimethyl-1-(2-trimethylsilylethoxymethyl)pyrazol-4-yl]-5-hydroxy-3-pyridyl]propenamide